The molecule is a seco-androstane that is 9,10-secoandrostane which is substituted by hydroxy groups at position 3 and 17 and an oxo group at position 9 and in which the A-ring is aromatic. It has a role as a bacterial metabolite. It is a seco-androstane, a hydroxytoluene and a cyclic ketone. CC1=C(C=C(C=C1)O)CCC2[C@@H]3CCC([C@]3(CCC2=O)C)O